6-(3-(2-aminopyridin-4-yl)-1,2,4-oxadiazol-5-yl)-2,2-diethyl-chroman-4-one NC1=NC=CC(=C1)C1=NOC(=N1)C=1C=C2C(CC(OC2=CC1)(CC)CC)=O